BrC(C)C=1C=C(C=C2C(N(C(=NC12)N1CCOCC1)C)=O)C 8-(1-bromoethyl)-3,6-dimethyl-2-morpholinoquinazolin-4(3H)-one